2-(4-((5-cyclopropyl-3-(2,6-dichlorophenyl)isoxazol-4-yl)methoxy)bicyclo[2.2.2]octan-1-yl)quinoline-6-carboxylic acid C1(CC1)C1=C(C(=NO1)C1=C(C=CC=C1Cl)Cl)COC12CCC(CC1)(CC2)C2=NC1=CC=C(C=C1C=C2)C(=O)O